2-methyl-4-(((R)-1-(2-methyl-3-(trifluoromethyl)phenyl)ethyl)amino)-6-((1R,4r)-1-methyl-2-oxabicyclo[2.1.1]hexan-4-yl)-2,6-dihydropyrido[3,4-d]pyridazine-1,7-dione CN1N=C(C=2C(C1=O)=CC(N(C2)C21COC(C2)(C1)C)=O)N[C@H](C)C1=C(C(=CC=C1)C(F)(F)F)C